4-benzyl-6-phenyl-5-(p-tolyl)pyrimidine C(C1=CC=CC=C1)C1=NC=NC(=C1C1=CC=C(C=C1)C)C1=CC=CC=C1